C(#N)CCN(C(=O)C=1C=C(C2=C(N(C=N2)C=2C=CC(=NC2)NC(OC)=O)C1)C)C1=CC=C(C=C1)F methyl N-[5-[6-[2-cyanoethyl-(4-fluorophenyl)carbamoyl]-4-methyl-benzimidazol-1-yl]-2-pyridyl]carbamate